4-(2-Amino-2-methylpropanoyl)-N-(1-(2-((trans-4-aminocyclohexyl)amino)-2,3-dihydro-1H-inden-5-yl)-2-oxo-1,2-dihydropyrimidin-4-yl)piperazine-1-carboxamide hydrochloride salt Cl.NC(C(=O)N1CCN(CC1)C(=O)NC1=NC(N(C=C1)C=1C=C2CC(CC2=CC1)N[C@@H]1CC[C@H](CC1)N)=O)(C)C